1-(4-(3-Amino-7-(3,3-dimethylbut-1-yn-1-yl)-1H-indazol-5-yl)pyridin-2-yl)-3-phenylurea NC1=NNC2=C(C=C(C=C12)C1=CC(=NC=C1)NC(=O)NC1=CC=CC=C1)C#CC(C)(C)C